1-[2-(2,6-dioxo-3-piperidinyl)-1,3-dioxo-isoindol-5-yl]piperidine-4-carboxylic acid O=C1NC(CCC1N1C(C2=CC=C(C=C2C1=O)N1CCC(CC1)C(=O)O)=O)=O